3-(5-fluoro-1-benzofuran-3-yl)-4-[5-methyl-2H,5H-[1,3]dioxolo[4,5-f]indol-7-yl]-2,5-dihydro-1H-pyrrole-2,5-dione FC=1C=CC2=C(C(=CO2)C=2C(NC(C2C2=CN(C=3C=C4C(=CC23)OCO4)C)=O)=O)C1